CC(C#CC(=O)SC)(C)N(CCOC(C1=CC(=C(C=C1)OC)OC)=O)C 2-[(1,1-Dimethyl-4-methylsulfanyl-4-oxo-but-2-ynyl)-methylamino]ethyl-3,4-dimethoxybenzoat